CC1N(CCC(C1)C(=O)NC=1N=CC2=CC=C(C=C2C1)C=1N=NN(C1)C)C1CCNCC1 methyl-N-(6-(1-methyl-1H-1,2,3-triazol-4-yl)isoquinolin-3-yl)-[1,4'-bipiperidine]-4-carboxamide